methyl nonyl hydrogen phosphate P(=O)(OC)(OCCCCCCCCC)O